4,5-diamino-1-(4'-chlorobenzyl)-pyrazole NC=1C=NN(C1N)CC1=CC=C(C=C1)Cl